COC(=O)C1=CC2=C(S1)C=C(C(=C2Br)F)C 4-bromo-5-fluoro-6-methylbenzo[b]thiophene-2-carboxylic acid methyl ester